Cl.O1COC2=C1C=CC(=C2)NC2N(C(=NC(=N2)N)N2CCCC2)C2=CC=C(C=C2)F N-Benzo[1,3]dioxol-5-yl-N1-(4-fluorophenyl)-6-pyrrolidin-1-yl-[1,3,5]triazine-2,4-diamine hydrochloride